(3-(4,4-difluoro-3,3-dimethylbut-1-yn-1-yl)-5-fluorophenyl)-N-(2,2-difluoroethyl)-6-fluoro-[1,2,4]triazolo[4,3-a]quinazolin-5-amine FC(C(C#CC=1C=C(C=C(C1)F)C1=NN=C2N1C1=CC=CC(=C1C(=N2)NCC(F)F)F)(C)C)F